COC1=C(C=C(C=C1)C1=NC(=NS1)C1CB(OC1)O)OCCC 4-(5-(4-methoxy-3-propoxyphenyl)-1,2,4-thiadiazol-3-yl)-1,2-oxaborolan-2-ol